(2R,5S)-tert-butyl 5-((R)-2-(2-hydroxyphenyl)-4,5-dihydrothiazol-4-yl)-1-methylpyrrolidine-2-carboxylate OC1=C(C=CC=C1)C=1SC[C@H](N1)[C@@H]1CC[C@@H](N1C)C(=O)OC(C)(C)C